5,6a-epoxycholestane CC(C)CCC[C@@H](C)[C@H]1CC[C@H]2[C@@H]3C[C@H]4C5(CCCC[C@]5(C)[C@H]3CC[C@]12C)O4